2-(2-((5-fluorobenzo[d]oxazol-2-yl)amino)benzo[d]oxazol-5-yl)-N-(methylsulfonyl)acetamide FC=1C=CC2=C(N=C(O2)NC=2OC3=C(N2)C=C(C=C3)CC(=O)NS(=O)(=O)C)C1